C1(=CC=CC=C1)N1C[C@@H](CCC1)NC(OC(C)(C)C)=O tert-Butyl N-[(3R)-1-phenylpiperidin-3-yl]carbamate